6-(methoxymethyl)-2-methyl-3-nitropyridin-4-amine COCC1=CC(=C(C(=N1)C)[N+](=O)[O-])N